1-(2-(2,6-dichloropyridin-4-yl)morpholino)prop-2-en-1-one ClC1=NC(=CC(=C1)C1OCCN(C1)C(C=C)=O)Cl